2-[3-(3-bromo-5-chlorophenyl)ureido]-N-(3-hydroxy-propyl)benzamide BrC=1C=C(C=C(C1)Cl)NC(NC1=C(C(=O)NCCCO)C=CC=C1)=O